5-(2,5-difluoropiperazin-1-yl)-2,3-dihydro-1,4-benzodioxine FC1N(CC(NC1)F)C1=CC=CC=2OCCOC21